C1(CC1)C=1C=NN2C1N=C(C=C2NCC2=CC=C(C=C2)C2=NC=CC=C2OC)NC[C@@H]2[C@H](CNCC2)O (3R,4R)-4-(((3-cyclopropyl-7-((4-(3-methoxypyridin-2-yl)benzyl)amino)pyrazolo[1,5-a]pyrimidin-5-yl)amino)methyl)piperidin-3-ol